C(C)(=O)OCCCCCCN1C(C=CC1=O)=O N-acetoxyhexyl-maleimide